C(N)(=O)N(CCOC=1C(=NON1)C(NC1C2=CC(=CC=C2C1)F)=NO)CCO 4-{2-[carbamoyl-(2-hydroxyethyl)amino]ethoxy}-N-(4-fluorobicyclo[4.2.0]octa-1,3,5-trien-7-yl)-N'-hydroxy-1,2,5-oxadiazole-3-carboximidamide